P(=O)(O)(O)OC[C@@H]1[C@H]([C@H]([C@@H](O1)N1C=NC=2C(=O)NC(N)=NC12)O)O guanosine-5'-phosphate